3-(4-(1H-pyrazol-4-yl)phenyl)-1-(3-chlorobenzyl)-8-oxa-1,3-diazaspiro[4.5]decan-2-one N1N=CC(=C1)C1=CC=C(C=C1)N1C(N(C2(C1)CCOCC2)CC2=CC(=CC=C2)Cl)=O